4-(3-((1-(2-(4,4-dimethylpiperidin-1-yl)-3,6-dimethyl-4-oxo-4H-chromen-8-yl)ethyl)amino)pyridin-2-yl)-2-formylphenyl trifluoromethanesulfonate FC(S(=O)(=O)OC1=C(C=C(C=C1)C1=NC=CC=C1NC(C)C=1C=C(C=C2C(C(=C(OC12)N1CCC(CC1)(C)C)C)=O)C)C=O)(F)F